1,2-dimethyl-7-(1-(oxetan-3-yl)-1H-pyrazol-4-yl)-1H-indole-3-carboxylic acid CN1C(=C(C2=CC=CC(=C12)C=1C=NN(C1)C1COC1)C(=O)O)C